6-methyl-quinazolin-4-amine CC=1C=C2C(=NC=NC2=CC1)N